CNC1=NN=C(S1)S 5-methylamino-[1,3,4]-thiadiazole-2-thiol